(E)-3,7-dimethylocta-2,6-dien-1-yl (1S,3S)-3-(2,2-dibromovinyl)-2,2-dimethylcyclopropane-1-carboxylate BrC(=C[C@H]1C([C@H]1C(=O)OC\C=C(\CCC=C(C)C)/C)(C)C)Br